(1s,2r)-(-)-1-amino-2-indenol N[C@@H]1C(=CC2=CC=CC=C12)O